FC1=CC=C(CS(=O)(=O)ON2C(C(=C(C2=O)C2=CC=CC=C2)C2=CC=CC=C2)=O)C=C1 N-(4-fluorobenzylsulfonyloxy)diphenylmaleimide